FC1=C(C(=O)N([C@H]2CNCCC2)C=2N=CC=C3C2N(C=C3)C)C=CC(=C1)C=1C=NN(C1)C (R)-2-fluoro-4-(1-methyl-1H-pyrazol-4-yl)-N-(1-methyl-1H-pyrrolo[2,3-c]pyridin-7-yl)-N-(piperidin-3-yl)benzamide